ClC1=CC=C2C(=C(N(C2=C1C=1C(=NN(C1C)C)C)CCN1CCNCC1)C(=O)OC(C)(C)C)CCCOC1=CC=CC2=CC=C(C=C12)F tert-butyl 6-chloro-3-(3-((7-fluoronaphthalen-1-yl)oxy)propyl)-1-(2-(piperazin-1-yl)ethyl)-7-(1,3,5-trimethyl-1H-pyrazol-4-yl)-1H-indole-2-carboxylate